(2R,5S)-5-(aminomethyl)-2-[3-(2,3-dimethoxyphenyl)phenyl]-1,4-thiazepan-3-one NC[C@H]1NC([C@H](SCC1)C1=CC(=CC=C1)C1=C(C(=CC=C1)OC)OC)=O